CC(C#N)C(C#N)(C)C 2,3,3-trimethyl-succinonitrile